Cl.CN1N=CC=C1C1CCN(CC1)C1CC2(C1)CN(CC2)C(=O)OC(C)(C)C tert-butyl cis-2-[4-(1-methyl-1H-pyrazol-5-yl)piperidin-1-yl]-6-azaspiro[3.4]octane-6-carboxylate hydrochloride